N-azidogalactosamine N(=[N+]=[N-])N[C@H]1C(O)O[C@@H]([C@@H]([C@@H]1O)O)CO